14H-anthra[2,1,9-mna]thioxanthen-14-one C1=C2C(C=3C=CC=4C5=CC=CC=C5SC5=CC=C(C3C45)C2=CC=C1)=O